7-methyl-2-quinolineacetamide CC1=CC=C2C=CC(=NC2=C1)CC(=O)N